Arginic Acid C(C[C@@H](C(=O)O)O)CN=C(N)N